ClC1=C(C=CC=C1Cl)C=1N=C(NC1C1=CC=CC=C1)C1=CSC=C1 4-(2,3-Dichlorophenyl)-5-phenyl-2-(3-thienyl)imidazole